5,10,15,20-tetrakis(2,6-dimethoxy-phenyl)-porphyrin COC1=C(C(=CC=C1)OC)C=1C2=CC=C(N2)C(=C2C=CC(C(=C3C=CC(=C(C=4C=CC1N4)C4=C(C=CC=C4OC)OC)N3)C3=C(C=CC=C3OC)OC)=N2)C2=C(C=CC=C2OC)OC